Methyl (tert-butoxycarbonyl)phenylalanyl-L-prolinate C(C)(C)(C)OC(=O)N[C@@H](CC1=CC=CC=C1)C(=O)N1[C@@H](CCC1)C(=O)OC